2-(E)-(4-(trifluoromethyl)benzylidene)-1-cycloheptanone FC(C1=CC=C(\C=C/2\C(CCCCC2)=O)C=C1)(F)F